ClC=1N(CC2=C3C(=CC=C2C1)C(CC3)NN)CC(C)(C)F 3-chloro-N-(2-fluoro-2-methyl-propyl)-7-hydrazino-8,9-dihydro-7H-cyclopenta[H]Isoquinoline